(4-(5-carbamoyl-6-oxo-2-(trifluoromethyl)-1,6-dihydropyridin-3-yl)phenoxy)methylbenzo[c][1,2,5]oxadiazole 1-oxide C(N)(=O)C1=CC(=C(NC1=O)C(F)(F)F)C1=CC=C(OCC2=CC=CC3=[N+](ON=C32)[O-])C=C1